(R)-N-(4-(3-((4-((1-methyl-1H-pyrazol-4-yl)oxy)pyrimidin-2-yl)amino)pyrrolidine-1-carbonyl)phenyl)acrylamide CN1N=CC(=C1)OC1=NC(=NC=C1)N[C@H]1CN(CC1)C(=O)C1=CC=C(C=C1)NC(C=C)=O